4-((1R,3S)-3-hydroxycyclohexylamino)-2-((S)-5,6,7,8-tetrahydroisoquinolin-6-ylamino)pyrimidine-5-carboxamide O[C@@H]1C[C@@H](CCC1)NC1=NC(=NC=C1C(=O)N)N[C@@H]1CC=2C=CN=CC2CC1